2-[(2E)-2-(aminomethyl)-3-fluoroprop-2-en-1-yl]-4-{3-methyl-5-[3-(1,2,4-oxadiazol-3-yl)phenyl]pyridin-2-yl}-2,4-dihydro-3H-1,2,4-triazol-3-one NC/C(/CN1N=CN(C1=O)C1=NC=C(C=C1C)C1=CC(=CC=C1)C1=NOC=N1)=C\F